5-bromo-1-methyl-1H-pyrrolo[2,3-c]pyridine BrC=1C=C2C(=CN1)N(C=C2)C